tert-butyl 4-(3-((4-((2-((2R)-2-cyano-4,4-difluorocyclopentyl)-2-oxoethyl)carbamoyl)quinolin-6-yl)oxy)propyl)piperazine-1-carboxylate C(#N)[C@H]1C(CC(C1)(F)F)C(CNC(=O)C1=CC=NC2=CC=C(C=C12)OCCCN1CCN(CC1)C(=O)OC(C)(C)C)=O